C(#N)C1=CC=C(OCCCCCOC2=CC(=NC=C2)C#N)C=C1 4-{[5-(4-cyanophenoxy)pentyl]oxy}pyridine-2-carbonitrile